CN1[C@H]2CO[C@@H](C1)C2 (1R,4R)-5-methyl-2-oxa-5-azabicyclo[2.2.1]heptan